COC=1C=C(C=CC1OC)NC(N(C)C1=CC=2OC(C(=CC2S1)C(=O)O)=O)=O 2-(3-(3,4-dimethoxyphenyl)-1-methylureido)-5-oxo-5H-thieno[3,2-b]pyran-6-carboxylic acid